C(C)N1N=C(C2=CC(=CC=C12)N)C 1-ethyl-3-methyl-indazol-5-amine